4-((2-(dimethylamino)ethyl)amino)-4-oxobutane-1-sulfonic acid CN(CCNC(CCCS(=O)(=O)O)=O)C